CC(C(=O)OC(C)C=1C(=NC(=CC1)N1C=NC2=C1C=CC(=C2)NC=2N=NC(=CC2)C)C2=CC(=NC=C2C)OC)C2=NOC1=C2C=C(C(=C1)C)C 1-[2-(2-methoxy-5-methyl-4-pyridinyl)-6-[5-[(6-methylpyridazin-3-yl)amino]benzimidazol-1-yl]-3-pyridinyl]ethanol methyl-2-(5,6-dimethylbenzo[d]isoxazol-3-yl)acetate